COC=1C=C2C=C(C(N(C2=CC1)C)=O)C=O 6-METHOXY-1-METHYL-2-OXO-1,2-DIHYDROQUINOLINE-3-CARBALDEHYDE